2-[(6R)-6-(1-cyclopropylpyrazol-4-yl)-3,6-dihydro-2H-pyran-4-yl]-4-[2-fluoro-4-(trifluoromethyl)phenyl]-7H-pyrimido[4,5-d]pyridazin-8-one C1(CC1)N1N=CC(=C1)[C@H]1C=C(CCO1)C=1N=C(C2=C(C(NN=C2)=O)N1)C1=C(C=C(C=C1)C(F)(F)F)F